COC(=O)C=1N=NC(=CC1Cl)Cl 4,6-dichloropyridazin-3-carboxylic acid methyl ester